C1(=C(C=CC=C1)C(=O)C1=CC=CC=C1)C(=O)C1=CC=CC=C1 1,2-phenylenebis(phenylmethanone)